FC(C1=CC=C(C=C1)C(C(=O)O)C)(F)F (4-trifluoromethyl-phenyl)-propionic acid